C(C1=CC=CC=C1)(=O)OCCOCCOCCOC(C1=CC=CC=C1)=O (ethane-1,2-diylbis(oxy))bis(ethane-2,1-diyl) dibenzoate